1-(4-fluoro-2-(2-hydroxyethoxy)phenyl)-3-(6-oxo-1,6-dihydropyridin-3-yl)-7-(trifluoromethyl)-2,3-dihydroquinazolin-4(1H)-one FC1=CC(=C(C=C1)N1CN(C(C2=CC=C(C=C12)C(F)(F)F)=O)C1=CNC(C=C1)=O)OCCO